(Z)-N-(2-(4-(4-chloro-1,2-diphenylbut-1-en-1-yl)phenoxy)ethyl)-5-((2-(2,6-dioxopiperidin-3-yl)-1,3-dioxoisoindolin-4-yl)thio)-N-methylpentanamide ClCC/C(=C(\C1=CC=CC=C1)/C1=CC=C(OCCN(C(CCCCSC2=C3C(N(C(C3=CC=C2)=O)C2C(NC(CC2)=O)=O)=O)=O)C)C=C1)/C1=CC=CC=C1